FC(COC1=CC=C(C=C1)[Si](OCC)(C)C)(F)F 4-(trifluoroethyloxy)phenyl-dimethyl-ethoxysilane